N-((1,2,3,5,6,7-Hexahydro-s-indacen-4-yl)carbamoyl)-8-(1-methylazetidin-3-yl)-8-azabicyclo[3.2.1]octane-3-sulfonamide, potassium salt [K].C1CCC2=C(C=3CCCC3C=C12)NC(=O)NS(=O)(=O)C1CC2CCC(C1)N2C2CN(C2)C